2,4-difluoromandelic acid-1-d FC1C(C(C(=O)O)O)(C=CC(=C1)F)[2H]